rac-((5S,7R)-7-((tert-butyldimethylsilyl)oxy)-5-(3-chloropyridin-2-yl)-6,7-dihydro-5H-pyrrolo[1,2-b][1,2,4]triazol-2-yl)(cyclopropyl)methanone [Si](C)(C)(C(C)(C)C)O[C@@H]1C[C@H](N2N=C(N=C21)C(=O)C2CC2)C2=NC=CC=C2Cl |r|